N1=CN=C(C2=C1C=CC=N2)N[C@H](C(=O)O)CCN(CCOCC(F)(F)F)CCCCC2=NC=1NCCCC1C=C2 (S)-2-(pyrido[3,2-d]pyrimidin-4-ylamino)-4-((4-(5,6,7,8-tetrahydro-1,8-naphthyridin-2-yl)butyl)(2-(2,2,2-trifluoroethoxy)ethyl)amino)butanoic acid